2-oxo-4-(o-tolyl)-2H-chromene-7-carboxylic acid O=C1OC2=CC(=CC=C2C(=C1)C1=C(C=CC=C1)C)C(=O)O